C(C)(C)(C)OC(=O)N1CC(CC1)N1N=CC(=C1)[N+](=O)[O-] 3-(4-nitro-1H-pyrazol-1-yl)pyrrolidine-1-carboxylic acid tert-butyl ester